4-(3-methoxy-4-hydroxyphenyl)methylene-2,6-di-tert-butyl-2,5-cyclohexadiene-1-one COC=1C=C(C=CC1O)C=C1C=C(C(C(=C1)C(C)(C)C)=O)C(C)(C)C